(±)-(1S,3R,5R)-8-benzyl-6,6-difluoro-8-azabicyclo[3.2.1]octan-3-yl acetate C(C)(=O)O[C@@H]1C[C@H]2CC([C@@H](C1)N2CC2=CC=CC=C2)(F)F |r|